C(C)(=O)OC1=CC=C(OC2=C(C=CC=C2)OC2=CC=C(C=C2)OC(C)=O)C=C1 bis(4-acetoxyphenoxy)benzene